tert-butyl 3-[3-(2,4-dioxohexahydropyrimidin-1-yl)-1-methyl-indazol-6-yl]piperidine-1-carboxylate O=C1N(CCC(N1)=O)C1=NN(C2=CC(=CC=C12)C1CN(CCC1)C(=O)OC(C)(C)C)C